(S)-4-(3-(cyclopropylamino)pyrrolidin-1-yl)-2-ethyl-N-(8-fluoro-2-methylimidazo[1,2-a]pyridin-6-yl)-2H-indazole-7-carboxamide C1(CC1)N[C@@H]1CN(CC1)C=1C2=CN(N=C2C(=CC1)C(=O)NC=1C=C(C=2N(C1)C=C(N2)C)F)CC